C(C#C)OC1=CC=C(C=C1)C1=CC2=C(N=C(S2)N2C(C3C4C=CC(C3C2=O)C4)=O)C=C1 4-[6-(4-prop-2-ynoxyphenyl)-1,3-benzothiazol-2-yl]-4-azatricyclo[5.2.1.02,6]dec-8-ene-3,5-dione